C(C)(=O)OCC=1N(N=C(C1C(N)=O)C)C1=NC=CC(=C1)CC1=CC(=CC(=C1)C(F)(F)F)F [4-carbamoyl-2-[4-[[3-fluoro-5-(trifluoromethyl)phenyl]methyl]-2-pyridyl]-5-methyl-pyrazol-3-yl]methyl acetate